C1(=CC=CC=C1)C(CCCOB([O-])[O-])(C1=CC=CC=C1)C1=CC=CC=C1.[N+](=O)([O-])C1=C(COC(=O)N2C=[NH+]C=C2)C=CC=C1.[N+](=O)([O-])C1=C(COC(=O)N2C=[NH+]C=C2)C=CC=C1 N-(2-nitrobenzyloxycarbonyl)imidazolium triphenylbutylborate